2,6-difluoro-N-(4-methoxybenzo[d]thiazol-2-yl)-4-(4-propylpiperazin-1-yl)benzamide FC1=C(C(=O)NC=2SC3=C(N2)C(=CC=C3)OC)C(=CC(=C1)N1CCN(CC1)CCC)F